COC1=C(C=CC(=C1)C1=NN(C=C1C1=CC=NC=C1)C)C#CC1=NC(=CC=C1)C 2-[2-[2-methoxy-4-[1-methyl-4-(4-pyridyl)pyrazol-3-yl]phenyl]ethynyl]-6-methyl-pyridine